C(CCCCCCCCCCCCCCCCC)O[Si](C)(C)C stearyloxytrimethylsilane